C(C=C)OC(=O)NCC1(CN(C1)C[C@@H](CNC(OC(C)(C)C)=O)O)O tert-butyl N-[(2R)-3-[3-[(allyloxycarbonylamino)methyl]-3-hydroxy-azetidin-1-yl]-2-hydroxy-propyl]carbamate